NC1=CC=C(C=C1)S(=O)(CC)=NC(OC(C)(C)C)=O tert-butyl ((4-aminophenyl)(ethyl)(oxo)-λ6-sulfaneylidene)carbamate